ClC1=C2C(=NNC2=CC=C1)N1CC2(C(C2)(F)F)C1 4-chloro-3-(2,2-difluoro-5-azaspiro[2.3]hexan-5-yl)-1H-indazole